BrC=1C=C(C(=C(C=NC(C(=O)O)C(C)C)C1)OC(C(C)C)=O)O 2-(5-bromo-3-hydroxy-2-(isobutyryloxy)benzylideneamino)-3-methylbutanoic acid